CN1CCN(CC1)C1=C(C=CC=C1)CNCC1(CNC1)O 3-[({[2-(4-methylpiperazin-1-yl)phenyl]methyl}amino)methyl]azetidin-3-ol